(5-([1,4'-bipiperidin]-4-yl)-3-methyl-2-oxo-2,3-dihydro-1H-benzo[d]imidazol-1-yl)piperidine-2,6-dione N1(CCC(CC1)C1=CC2=C(N(C(N2C)=O)N2C(CCCC2=O)=O)C=C1)C1CCNCC1